FCCN[C@H]1C[C@H](N(CC1)C(=O)N1CC2(CCCC2)[C@@H](CC1)CN1C=NC(=CC1=O)C1=CC=CC=C1)C1=CC(=CC=C1)F 3-(((R)-7-((2S,4R)-4-((2-Fluoroethyl)amino)-2-(3-fluorophenyl)piperidine-1-carbonyl)-7-azaspiro[4.5]decan-10-yl)methyl)-6-phenylpyrimidin-4(3H)-one